OC(=O)C(F)(F)F.NCC(=O)N(C)C 2-amino-N,N-dimethylacetamide TFA salt